N-(2-(Dimethylamino)ethyl)-6-((4-((2-ethyl-4-(6-methylpyridin-2-yl)thiazol-5-yl)oxy)pyridin-2-yl)amino)nicotinamide CN(CCNC(C1=CN=C(C=C1)NC1=NC=CC(=C1)OC1=C(N=C(S1)CC)C1=NC(=CC=C1)C)=O)C